FC(C(=O)O)(F)F.ClC1=CC2=C(N=C(S2)C2=CC=C(OCC(CN)=CF)C=C2)C=C1 2-(4-(6-chloro-benzothiazol-2-yl)phenoxymethyl)-3-fluoroallylamine trifluoroacetate